(2-(trans-3-(3-cyclopropyl-4-(5-fluoro-6-methylpyridin-2-yl)-1H-pyrazol-1-yl)cyclobutyl)ethyl)-2-(2,6-dioxopiperidin-3-yl)isoindoline-1,3-dione C1(CC1)C1=NN(C=C1C1=NC(=C(C=C1)F)C)[C@@H]1C[C@H](C1)CCC1=C2C(N(C(C2=CC=C1)=O)C1C(NC(CC1)=O)=O)=O